C1(CC1)C1=NC=C(C=N1)CCC=1N=C(C2=C(N1)OC(=C2C(=O)N)C)NC2(CC2)C [2-(2-cyclopropylpyrimidin-5-yl)ethyl]-6-methyl-4-[(1-methylcyclopropyl)amino]furo[2,3-d]pyrimidine-5-carboxamide